ClC=1C(=CC2=C(N(C(=N2)C)C)C1)C#CC1=NN(C(=C1C(=O)N)NC)[C@@H]1CN([C@H](C1)COC)C(C=C)=O 3-[2-(6-chloro-1,2-dimethyl-1,3-benzodiazol-5-yl)ethynyl]-1-[(3s,5r)-5-(methoxymethyl)-1-(prop-2-enoyl)pyrrolidin-3-yl]-5-(methylamino)pyrazole-4-carboxamide